10-(1-naphthyl)anthracene methyl-(3S,6S,9R,10aR)-6-((tert-butoxycarbonyl)amino)-9-ethyl-5-oxodecahydropyrrolo[1,2-a]azocine-3-carboxylate COC(=O)[C@@H]1CC[C@H]2N1C([C@H](CC[C@H](C2)CC)NC(=O)OC(C)(C)C)=O.C2(=CC=CC1=CC=CC=C21)C2=C1C=CC=CC1=CC1=CC=CC=C21